ClC1=C(C=C(C(=C1)F)C1=NC=NC2=CC(=CC=C12)N1CCOCC1)[C@H](O)C=1N=NC(=CC1)OC (S)-[2-chloro-4-fluoro-5-(7-morpholin-4-yl-quinazolin-4-yl)phenyl]-(6-methoxy-pyridazin-3-yl)-methanol